BrC1=C(C=C(NC2=NC=C(C(=N2)NC2C(CCCC2)C#N)C)C=C1Cl)CO[Si](C)(C)C(C)(C)C 2-[[2-[4-bromo-3-[[tert-butyl(dimethyl)silyl]oxymethyl]-5-chloro-anilino]-5-methyl-pyrimidin-4-yl]amino]cyclohexane-1-carbonitrile